ClC=1C=NN(C1C(=O)NC1=C(C=C(C=C1C)C#CC1=CC=CC=C1)F)CC1(CC1)C#N 4-chloro-1-((1-cyanocyclopropyl)methyl)-N-(2-fluoro-6-methyl-4-(phenylethynyl)phenyl)-1H-pyrazole-5-carboxamide